FC=1C=C(C=CC1)C=1N=NN(C1)[C@H]1CN(C[C@@H]2O[C@H]12)C(=O)OC(C)(C)C tert-butyl (1S,5S,6R)-5-(4-(3-fluorophenyl)-1H-1,2,3-triazol-1-yl)-7-oxa-3-azabicyclo[4.1.0]heptane-3-carboxylate